NC1=NC=C(C=C1C#CC1=C(C#N)C=CC=C1C)[N+](=O)[O-] ((2-amino-5-nitropyridin-3-yl)ethynyl)-3-methylbenzonitrile